3-isopropyl-5-(4-(2,2,2-trifluoro-1-((5-(4-(methylsulfonyl)phenyl)thiazolo[5,4-b]pyridin-2-yl)oxy)ethyl)piperidin-1-yl)-1,2,4-oxadiazol C(C)(C)C1=NOC(=N1)N1CCC(CC1)C(C(F)(F)F)OC=1SC2=NC(=CC=C2N1)C1=CC=C(C=C1)S(=O)(=O)C